C1=C2C=3C4=C(C=CC3N(C2=CC=C1)C=1C=C(C(C#N)=CC1N1C2=CC=CC=C2C=2C3=C(C=CC12)C1=C(S3)C=CC=C1)C#N)C1=C(S4)C=CC=C1 4,5-bis(5H-benzo[4,5]thieno[3,2-c]carbazol-5-yl)phthalonitrile